C1(CCCCCC1)C(=O)OC(CSCCCCCC(NCCCCO[Si](C(C)(C)C)(C1=CC=CC=C1)C1=CC=CC=C1)CCCCCOC(C(CCCCCCCC)CCCCCC)=O)CCCCCC 10-(5-((2-hexyldecanoyl)oxy)-pentyl)-2,2-dimethyl-3,3-diphenyl-4-oxa-16-thia-9-aza-3-silatetracosan-18-yl cycloheptanecarboxylate